ClC1=CC=C(C=C1)N1C(=NC=2NC(NC(C12)=O)=O)C1=NC=CC=C1Cl 7-(4-chlorophenyl)-8-(3-chloropyridin-2-yl)-1,3-dihydropurine-2,6-dione